C(=O)C1=CC=C(CSCC2=CC=C(O2)C=O)O1 bis-(5-formylfurfuryl) thioether